5,5'-((3-((2-hydroxyethyl)(5-oxo-5-(tridecyloxy)pentyl)amino)propyl)azepinediyl)bispentanoic acid ditridecyl ester C(CCCCCCCCCCCC)OC(CCCCC=1NC=CC=C(C1CCCCC(=O)OCCCCCCCCCCCCC)CCCN(CCCCC(OCCCCCCCCCCCCC)=O)CCO)=O